F[C@]12[C@H](CN(CC1)C(=O)OC(C)(C)C)CN(C2=O)C2=CC=C(C=C2)C(=O)OC Tert-butyl (3aS,7aS)-7a-fluoro-2-(4-(methoxycarbonyl) phenyl)-1-oxooctahydro-5H-pyrrolo[3,4-c]pyridine-5-carboxylate